C(C)(C)(C)NC1=CC(=NC2=CN=CC=C12)C1=CC=NC=C1 N-tert-Butyl-2-(pyridin-4-yl)-1,7-naphthyridin-4-amin